OC1=CC(=CC2=CC(=CC(=C12)O)S(=O)(=O)[O-])S(=O)(=O)[O-].[Na+].[Na+] disodium 4,5-dihydroxynaphthalene-2,7-disulfonate